NC=1C=C2CCC(N(C2=CC1)C)=O 6-Amino-3,4-dihydro-1-methyl-2(1H)-quinolinone